5-(3-Chloro-6-(4-chloro-1H-1,2,3-triazol-1-yl)-2-fluorophenyl)-2-((1R*,2S*)-1-(2-(difluoromethyl)-1'H,2H-[3,4'-bipyrazol]-1'-yl)-2-hydroxy-2-phenylethyl)pyridine 1-oxide ClC=1C(=C(C(=CC1)N1N=NC(=C1)Cl)C=1C=CC(=[N+](C1)[O-])[C@H]([C@H](C1=CC=CC=C1)O)N1N=CC(=C1)C=1N(N=CC1)C(F)F)F |o1:20,21|